C(C)(C)(C)OC(=O)N1C[C@@H]2COC3=C(C(N2CC1)=O)C(=C(C(=C3Cl)Br)Cl)OC (12aR)-9-bromo-8,10-dichloro-7-methoxy-6-oxo-3,4,12,12a-tetrahydro-6H-pyrazino[2,1-c][1,4]benzoxazepine-2(1H)-carboxylic acid tert-butyl ester